[Si](C)(C)(C(C)(C)C)OP(O[Si](C)(C)C(C)(C)C)O[Si](C)(C)C(C)(C)C tris(t-butyldimethylsilyl)phosphite